CN1C=C(C2=CC=CC=C12)\N=N\C1=CC=C(C=C1)C (E)-1-methyl-3-(p-tolyldiazenyl)-1H-indole